3-((3-((4-(6-(5-((R)-2-(2,5-difluorophenyl)pyrrolidin-1-yl)pyrazolo[1,5-a]pyrimidin-3-yl)pyridin-2-yl)piperazin-1-yl)methyl)phenyl)amino)piperidine-2,6-dione FC1=C(C=C(C=C1)F)[C@@H]1N(CCC1)C1=NC=2N(C=C1)N=CC2C2=CC=CC(=N2)N2CCN(CC2)CC=2C=C(C=CC2)NC2C(NC(CC2)=O)=O